methyl 2-(dibenzylamino)-3-(2,5-dimethoxy-4-propylphenyl)propanoate C(C1=CC=CC=C1)N(C(C(=O)OC)CC1=C(C=C(C(=C1)OC)CCC)OC)CC1=CC=CC=C1